N1(C=NC=C1)CCCN1C=NC=C1 1-[3-(1h-imidazol-1-yl)propyl]-1h-imidazole